1-methylpiperidine-4-carboxylic acid methyl ester COC(=O)C1CCN(CC1)C